benzo[b]thiophene-3-carboxylic acid ethyl ester C(C)OC(=O)C=1C2=C(SC1)C=CC=C2